(1S,3S,5S)-2-(2-(3-acetyl-5-(2-methylpyrimidin-5-yl)-1H-indazol-1-yl)acetyl)-N-(6-bromopyridin-2-yl)-5-methyl-2-azabicyclo[3.1.0]hexane-3-carboxamide C(C)(=O)C1=NN(C2=CC=C(C=C12)C=1C=NC(=NC1)C)CC(=O)N1[C@H]2C[C@]2(C[C@H]1C(=O)NC1=NC(=CC=C1)Br)C